C(#N)C=1C=C(C=CC1F)NC(=O)C1C(NCC1)C 3-[(3-Cyano-4-fluorophenyl)carbamoyl]-2-methylpyrrolidin